BrC=1C(=NN(C1C(=O)OCC)C)C=1N=C2N(C=NC(=C2)C(F)(F)F)C1 ethyl 4-bromo-1-methyl-3-(7-(trifluoromethyl) imidazo[1,2-c]pyrimidin-2-yl)-1H-pyrazole-5-carboxylate